C(CCC)OCCCOCCCOCCCOCCCO 3-[3-[3-(3-butoxypropoxy)propoxy]propoxy]propan-1-ol